3-(3-amino-1H-pyrrol-1-yl)-5-bromopyrazin-2-amine NC1=CN(C=C1)C=1C(=NC=C(N1)Br)N